6-(4-fluoro-3-isopropyl-5-(1-(oxetan-3-yl)piperidin-4-yl)-1H-pyrrolo[2,3-c]pyridin-2-yl)-8-methoxy-[1,2,4]triazolo[1,5-a]pyridine FC1=C2C(=CN=C1C1CCN(CC1)C1COC1)NC(=C2C(C)C)C=2C=C(C=1N(C2)N=CN1)OC